FC1=C(C=CC(=C1F)OC1=CC=CC=C1)C1=CN=C2N1C=CN=C2NC2=CC(=C(C(=O)NCC1CCN(CC1)CC1CN(CC1)C(=O)OC(C)(C)C)C=C2)CC tert-Butyl 3-[[4-[[[4-[[3-(2,3-difluoro-4-phenoxy-phenyl)imidazo[1,2-a]pyrazin-8-yl]amino]-2-ethyl-benzoyl]amino]methyl]-1-piperidyl]methyl]pyrrolidine-1-carboxylate